ClC[C@@]12COC3=NC(C(=CN3[C@@H](C[C@H]1OC(C1=CC=CC=C1)(C1=CC=CC=C1)C1=CC=C(C=C1)OC)O2)C)=O (1R,10R,11R)-10-(chloromethyl)-11-[(4-methoxyphenyl)diphenylmethoxy]-4-methyl-8,13-dioxa-2,6-diazatricyclo[8.2.1.0{2,7}]trideca-3,6-dien-5-one